carboxymethanolate C(=O)(O)C[O-]